NCCCNC1=C2C3=C(C=NC2=CC=C1)S(C1=C(C3=O)C=C(C=C1)Cl)(=O)=O ((3-aminopropyl)amino)-10-chloro-12H-benzothiopyrano[2,3-c]Quinolin-12-one 7,7-dioxide